N-methyl-N-nitro-N'-nitroguanidine CN(C(=N)N[N+](=O)[O-])[N+](=O)[O-]